2-((3'-(cyclopentyloxy)-4'-(7-oxo-6,7-dihydro-3H-[1,2,3]triazolo[4,5-d]pyrimidin-5-yl)-[1,1'-biphenyl]-3-yl)oxy)propanoic acid C1(CCCC1)OC=1C=C(C=CC1C=1NC(C2=C(N1)NN=N2)=O)C2=CC(=CC=C2)OC(C(=O)O)C